C(CCCCCCCCCCC)(=O)OCC(OC(CCCCCCCCCCC)=O)COC(CCCCCCCCCCC)=O Glycerol tridodecanoate